3-(6-((1H-imidazol-1-yl)methyl)pyridin-3-yl)-5-isobutylthiophene-2-sulfonamide N1(C=NC=C1)CC1=CC=C(C=N1)C1=C(SC(=C1)CC(C)C)S(=O)(=O)N